4-amino-3,5,6-trichloropyridine-2-carboxylic acid NC1=C(C(=NC(=C1Cl)Cl)C(=O)O)Cl